5-(3-thienoyl)amino-3-(1-pentylpiperidin-4-yl)-1H-indole S1C=C(C=C1)C(=O)NC=1C=C2C(=CNC2=CC1)C1CCN(CC1)CCCCC